Ethyl 2-bromo-2-(diethoxyphosphoryl)acetate BrC(C(=O)OCC)P(=O)(OCC)OCC